5-cyclopropyl-N-isobutyl-N-((3s,5r)-5-(morpholine-4-carbonyl)piperidin-3-yl)-3-(oxetan-3-ylamino)pyridinecarboxamide C1(CC1)C=1C=C(C(=NC1)C(=O)N([C@@H]1CNC[C@@H](C1)C(=O)N1CCOCC1)CC(C)C)NC1COC1